di-tert-butylhexahydroterephthalate C(C)(C)(C)OC(C1CCC(C(=O)OC(C)(C)C)CC1)=O